COC1=C(C=CC(=C1)OC)Br 2,4-dimethoxybromo-benzene